ClC1=C(C=CC=C1Cl)C=1C(=CC=C2C(=C(C=NC12)N)N(C)C)F 8-(2,3-dichlorophenyl)-7-fluoro-N4,N4-dimethylquinoline-3,4-diamine